OC(CC(=O)SCCNC(CCNC([C@@H](C(COP(OP(OC[C@@H]1[C@H]([C@H]([C@@H](O1)N1C=NC=2C(N)=NC=NC12)O)OP(=O)(O)O)(=O)O)(=O)O)(C)C)O)=O)=O)(CC(=O)O)CC 3-hydroxy-3-ethylglutaryl-coenzyme A